NC(=NC(=NC(C)C)N)NC1=CC(=C(C=C1)Cl)Cl 1-[Amino-(3,4-dichloroanilino)methylidene]-2-propan-2-ylguanidine